1,3'-bis(3-aminophenoxy)benzene C1=CC(=CC(=C1)OC2=CC(=CC=C2)OC3=CC=CC(=C3)N)N